C(C)(C)(C)N(C(O)=O)C1=CC(=CC=C1)CC(=O)NC1=NC=CC(=C1)C=1C=C2C(=NNC2=CC1)N.NC1=NNC2=CC=C(C=C12)C1=CC(=NC=C1)NC(CC1=CC(=CC=C1)OCC1=CC=CC=C1)=O N-(4-(3-amino-1H-indazol-5-yl)pyridin-2-yl)-2-(3-(benzyloxy)phenyl)acetamide tert-butyl-(3-(2-((4-(3-amino-1H-indazol-5-yl)pyridin-2-yl)amino)-2-oxoethyl)phenyl)carbamate